C(C1=CC(OC)=C(O)C=C1)NC(=O)CCCCCCCCC N-vanillyl-capramide